1,2-diphenyl-ethylene glycol C1(=CC=CC=C1)C(C(C1=CC=CC=C1)O)O